CN1C[C@@H]2[C@H](CC1)CCN2C=2C(N(C(=NN2)C=2C(=C1CCCC1=CC2)O)C)=O 6-[(3aR,7aS)-6-Methyl-3,3a,4,5,7,7a-hexahydro-2H-pyrrolo[2,3-c]pyridin-1-yl]-3-(4-hydroxyindan-5-yl)-4-methyl-1,2,4-triazin-5-one